dicyclohexyl-(3,5-di(trifluoroethoxy)phenyl)phosphine C1(CCCCC1)P(C1=CC(=CC(=C1)OCC(F)(F)F)OCC(F)(F)F)C1CCCCC1